(R or S)-3-((4-amino-7-(4-(3-(methylamino)propyl)benzyl)imidazo[2,1-f][1,2,4]triazin-2-yl)oxy)hexan-1-ol NC1=NC(=NN2C1=NC=C2CC2=CC=C(C=C2)CCCNC)O[C@@H](CCO)CCC |o1:23|